N-PROPIONYLALANINE CCC(=O)N[C@@H](C)C(=O)O